5-(8-((1S,2S)-2-(methoxymethyl)cyclopropyl)imidazo[1,2-b]pyridazin-6-yl)pyrimidine-2,4(1H,3H)-dione COC[C@@H]1[C@H](C1)C=1C=2N(N=C(C1)C=1C(NC(NC1)=O)=O)C=CN2